N-allyl-N-(3-((tert-butyldimethylsilyl)oxy)-2-methylenebutyl)-2-chloro-4-cyanobenzenesulfonamide C(C=C)N(S(=O)(=O)C1=C(C=C(C=C1)C#N)Cl)CC(C(C)O[Si](C)(C)C(C)(C)C)=C